propylene terephthalate C1(C2=CC=C(C(=O)OC(CO1)C)C=C2)=O